NC1=C(C=C(C(=C1)F)F)N 1,2-diamino-4,5-difluoro-benzene